3-triethoxysilyl-1-propylphenylthiosulfonate C(C)O[Si](C=1CC(C=CC1)(CCC)S(=S)(=O)[O-])(OCC)OCC